C(CCCCCCCCCC)(=O)O.C(=C)[Si](OC)(OC)OC vinyl-trimethoxysilane undecylate